CN1C=NC=2C(NN=CC21)=O 3-Methyl-6H-imidazo[4,5-d]pyridazin-7-one